ClC1=CC=C(C=C1)[C@@H](CO)N(C(OCC1=CC=CC=C1)=O)C benzyl (S)-(1-(4-chlorophenyl)-2-hydroxyethyl)(methyl)carbamate